FC=1C=C(C=CC1)S(=O)(=O)N1C2CN(CC1CC2)C(=O)OC(C)(C)C tert-butyl 8-[(3-fluorophenyl) sulfonyl]-3,8-diazabicyclo[3.2.1]octane-3-carboxylate